COC1=C(C=C(C(=C1)S(=O)(=O)O)C)N=NC1=C2C=CC(=CC2=CC=C1)S(=O)(=O)[O-] 5-[(2-methoxy-5-methyl-4-sulfophenyl)azo]-2-naphthalenesulfonate